[alpha-L-rhamnopyranosyl-(1->4)] beta-D-glucopyranoside O([C@H]1[C@H](O)[C@@H](O)[C@H](O)[C@H](O1)CO)[C@H]1[C@H](O)[C@H](O)[C@@H](O)[C@@H](O1)C